tert-butyl-2-chloro-6-methyl-7,8-dihydro-5H-1,6-naphthyridine C(C)(C)(C)C=1C(=NC=2CCN(CC2C1)C)Cl